C(C)SC1=NC=CC(=C1C(=O)NCC1=CC(=CC=C1)F)C 2-ethylsulfanyl-N-[(3-fluorophenyl)-methyl]-4-methyl-pyridine-3-carboxylic acid amide